1-(4-chloro-2-(cyclohexyl(methyl)amino)phenyl)-N4,N4-dimethylbenzene-1,4-disulfonamide ClC1=CC(=C(C=C1)C1(CC=C(C=C1)S(=O)(=O)N(C)C)S(=O)(=O)N)N(C)C1CCCCC1